[9-(2,6-difluorophenyl)-3-methyl-16-thia-2,4,5,8-tetrazatetracyclo[8.6.0.02,6.011,15]hexadeca-1(10),3,5,8,11(15)-pentaen-14-yl]methanol FC1=C(C(=CC=C1)F)C1=NCC2=NN=C(N2C=2SC=3C(CCC3C12)CO)C